CCCCCCCCCCCCC/C=C/[C@H]([C@H](COP(=O)([O-])OCC[N+](C)(C)C)N)O The molecule is a phosphosphingolipid consisting of sphingosine having a phosphocholine moiety attached to its primary hydroxyl group. It is a phosphosphingolipid, a member of phosphocholines and an ammonium betaine. It derives from a sphingosine. It is a conjugate base of a sphingosylphosphocholine acid and a sphingosine-1-phosphocholine(1+).